FC(C(C(C(F)(F)F)(C(F)(F)F)F)=O)(F)F 1,1,1,3,4,4,4-heptafluoro-3-(trifluoromethyl)-2-butanone